C(C)OC1=C(C=C(C=C1)S(=O)(=O)N1CC(C1)N(C)CCO)C=1NC(C2=C(N1)C(=NN2C)CCC)=O 5-(2-ethoxy-5-((3-((2-hydroxyethyl)(methyl)amino)azetidin-1-yl)sulfonyl)phenyl)-1-methyl-3-propyl-1,6-dihydro-7H-pyrazolo[4,3-d]pyrimidin-7-one